NC1=NC=CC=C1C1=NC=2C(=NC(=CC2)OC(F)(F)F)N1C1=CC=C(C=C1)CO (4-(2-(2-Aminopyridin-3-yl)-5-(trifluoromethoxy)-3H-imidazo[4,5-b]pyridin-3-yl)phenyl)methanol